C(=O)N[C@@H](CCC(=O)O)C(=O)O N-formyl-glutamic acid